C=1N=CN2C1C(=CC=C2)N imidazo[1,5-a]pyridin-8-amine